COC(=O)C=1C=CC=2CC3=CC=CC=C3OC2C1 3-methoxycarbonyl-xanthene